(R)-(4-(2-aminooxazolo[4,5-c]pyridin-7-yl)morpholin-2-yl)(6,8-dichloro-1,1-dimethyl-3,4-dihydroisoquinolin-2(1H)-yl)methanone NC=1OC2=C(C=NC=C2N2C[C@@H](OCC2)C(=O)N2C(C3=C(C=C(C=C3CC2)Cl)Cl)(C)C)N1